1-N-BUTYL-1-TOSYLMETHYL ISOCYANIDE CCCCC([N+]#[C-])S(=O)(=O)C1=CC=C(C=C1)C